3-[7-chloro-5-fluoro-2-(trifluoromethyl)-1H-benzimidazole-4-yl]-1-methyl-6-(trifluoromethyl)pyrimidine-2,4(1H,3H)-dione ClC1=CC(=C(C2=C1NC(=N2)C(F)(F)F)N2C(N(C(=CC2=O)C(F)(F)F)C)=O)F